barium carbonate C([O-])([O-])=O.[Ba+2]